O[C@H]1[C@@H](C2=CC=CC=C2C(C1)(C)C)NC(=O)NC=1C(=NC(=C(C1)C)C=1C=NNC1)C1=CC=CC=C1 1-((1R,2R)-2-hydroxy-4,4-dimethyl-1,2,3,4-tetrahydronaphthalen-1-yl)-3-(5-methyl-2-phenyl-6-(1H-pyrazol-4-yl)pyridin-3-yl)urea